3-[[5-(3,4-Difluoro-5-methyl-phenyl)-2-methoxy-3-pyridyl]methyl]oxazolidin-2-one FC=1C=C(C=C(C1F)C)C=1C=C(C(=NC1)OC)CN1C(OCC1)=O